BrC=1N(C2=CC=C(C=C2C1)C(=O)OC)C methyl 2-bromo-1-methyl-1H-indole-5-carboxylate